((4-(5-(4-isopropylphenyl)-1,2,4-oxadiazol-3-yl)naphthalen-1-yl)methyl)azetidine-3-carboxylic acid hydrochloride Cl.C(C)(C)C1=CC=C(C=C1)C1=NC(=NO1)C1=CC=C(C2=CC=CC=C12)CN1CC(C1)C(=O)O